FC1=CC=C(C(=N1)C)OC1=C(C(=O)NC=2C=C(C=CC2)[S@](=O)(C)=NC(OC(C)(C)C)=O)C(=C(C=N1)C(F)(F)F)C tert-butyl (R)-((3-(2-((6-fluoro-2-methylpyridin-3-yl)oxy)-4-methyl-5-(trifluoromethyl) nicotinamido)phenyl)(methyl)(oxo)-λ6-sulfaneylidene)carbamate